2-(4,4-Difluorocyclohex-1-en-1-yl)oxazole-5-carboxylic acid ethyl ester C(C)OC(=O)C1=CN=C(O1)C1=CCC(CC1)(F)F